C(C)(C)(C)OC(CNC=1C=C2C=C(C(=NC2=CC1)C)C1C(NC(CC1)=O)=O)=O (3-(2,6-dioxopiperidin-3-yl)-2-methylquinolin-6-yl)glycine tert-butyl ester